(3-ethyl-3-oxetanyl)methoxybiphenyl C(C)C1(COC1)COC1=C(C=CC=C1)C1=CC=CC=C1